(12aR)-9-bromo-7,10-difluoro-3,4,12,12a-tetrahydro-6H-pyrazino[2,1-c][1,4]benzooxazepine-2(1H)-carboxylic acid tert-butyl ester C(C)(C)(C)OC(=O)N1C[C@@H]2COC3=C(CN2CC1)C(=CC(=C3F)Br)F